C1(=CC=CC=C1)C1(C=CC2=C(O1)C1=CC=CC=C1C(=C2O)C(=O)OCC)C2=CC=CC=C2 2,2-diphenyl-5-hydroxy-6-carboethoxy-2H-naphtho[1,2-b]pyran